FC=1C=C(C(=NC1)N1CCN(CC1)C(=O)OC(C)(C)C)C=1SC=NN1 tert-butyl 4-[5-fluoro-3-(1,3,4-thiadiazol-2-yl)-2-pyridyl]piperazine-1-carboxylate